(R)-(+)-lactic acid C([C@H](O)C)(=O)O